N-[[6-[[(1-hydroxycyclobutyl)methylamino]methyl]imidazo[1,2-a]pyridin-2-yl]methyl]-4-oxo-pyrido[1,2-a]pyrimidine-2-carboxamide OC1(CCC1)CNCC=1C=CC=2N(C1)C=C(N2)CNC(=O)C=2N=C1N(C(C2)=O)C=CC=C1